3-(Trifluoromethyl)-1H-pyrazole-5-amine FC(C1=NNC(=C1)N)(F)F